The molecule is a trisaccharide that is alpha-D-galactopyranose in which the hydroxy groups at positions 3 and 4 have been converted into the corresponding alpha-D-glucopyranosyl and alpha-L-fucopyranosyl derivatives, respectively. It derives from an alpha-D-Glcp-(1->3)-alpha-D-Galp. C[C@H]1[C@H]([C@H]([C@@H]([C@@H](O1)O[C@H]2[C@H](O[C@@H]([C@@H]([C@H]2O[C@@H]3[C@@H]([C@H]([C@@H]([C@H](O3)CO)O)O)O)O)O)CO)O)O)O